(R)-N-(5-chloro-2-nitrobenzyl)-1-((1s,4S)-4-(6-fluoroquinolin-4-yl)cyclohexyl)ethan-1-amine ClC=1C=CC(=C(CN[C@H](C)C2CCC(CC2)C2=CC=NC3=CC=C(C=C23)F)C1)[N+](=O)[O-]